(S)-4-(tert-Butoxycarbonyl)-1-(2-nitrophenyl)piperazine-2-carboxylic acid C(C)(C)(C)OC(=O)N1C[C@H](N(CC1)C1=C(C=CC=C1)[N+](=O)[O-])C(=O)O